tri-tert-butyl (3S,10S,14S)-1-[(1r,4S)-4-(aminomethyl)cyclohexyl]-3-[(4-tert-butylphenyl)methyl]-1,4,12-trioxo-2,5,11,13-tetraazahexadecane-10,14,16-tricarboxylate NCC1CCC(CC1)C(N[C@H](C(NCCCC[C@H](NC(N[C@@H](CCC(=O)OC(C)(C)C)C(=O)OC(C)(C)C)=O)C(=O)OC(C)(C)C)=O)CC1=CC=C(C=C1)C(C)(C)C)=O